C(#N)[C@H](CC1=CC=C(C=C1)C=1C=CC2=C(N(C(O2)=O)C)C1)NC(=O)[C@@]1(CN(CC1)C)O (3R)-N-[(1S)-1-cyano-2-[4-(3-methyl-2-oxo-1,3-benzoxazol-5-yl)phenyl]ethyl]-3-hydroxy-1-methylpyrrolidine-3-carboxamide